FC1=C(C=C(C=C1)OC([2H])([2H])[2H])C(F)(F)F 2-fluoro-5-(Trideuteromethoxy)-1-(trifluoromethyl)benzene